(S)-5-{amino[1-(bicyclo[1.1.1]pentan-1-yl)-1H-1,2,3-triazol-4-yl]methyl}-2-methylisoquinolin-1(2H)-one N[C@@H](C1=C2C=CN(C(C2=CC=C1)=O)C)C=1N=NN(C1)C12CC(C1)C2